2-(3,8-diazabicyclo[3.2.1]octan-8-yl)-N-cyclopentyl-N-methyl-6,7-dihydrothiazolo[5,4-c]pyridine-5(4H)-carboxamide C12CNCC(CC1)N2C=2SC=1CN(CCC1N2)C(=O)N(C)C2CCCC2